sulfonyl-indazole S(=O)(=O)=C1N=NC2=CC=CC=C12